1-ethoxy-1-butene C(C)OC=CCC